(4-(hydroxy-methyl)piperidin-1-yl)methanone OCC1CCN(CC1)C=O